CC1=CN=CN(C1=O)C(CNS(=O)(=O)C)CO[C@@H]1CC[C@@H](CC1)C1=CC=CC=C1 N-[2-(5-methyl-6-oxo-1,6-dihydro-pyrimidin-1-yl)-3-{[(CIS)-4-phenylcyclohexyl]oxy}propyl]methane-sulfonamide